FC1(C(CN(CC1)C1=NC2=CC=C(C=C2C=C1C(=O)NC=1OC=C(N1)C(=O)O)F)C)F 2-(2-(4,4-difluoro-3-methylpiperidin-1-yl)-6-fluoroquinoline-3-carboxamido)oxazole-4-carboxylic acid